CC(C(N)CCO)(C)C dimethyl-hydroxyethyl-aminopropane